(Z)-2-acetamido-3-phenylacrylic acid C(C)(=O)N\C(\C(=O)O)=C/C1=CC=CC=C1